p-iodo-phenylboronic acid IC1=CC=C(C=C1)B(O)O